rac-(E)-3-(3-methyl-1H-indazol-6-yl)-N-((1r,2r)-2-methylcyclohexyl)acrylamide CC1=NNC2=CC(=CC=C12)/C=C/C(=O)N[C@H]1[C@@H](CCCC1)C